C(CCCCCCC\C=C/C\C=C/CCCCC)OCC(COCCCCCCCC)N1CCC1 2-[(9Z,12Z)-octadeca-9,12-dien-1-yloxy]-1-[(octyloxy)methyl]ethylazetidin